N[N+]1=CC(=CC(=C1)C(=O)OC)Cl 1-Amino-3-chloro-5-(methoxycarbonyl)pyridin-1-ium